CC=1C(N(C=CC1)C1=CC=CC=C1)=O methyl-1-phenyl-2[1H]pyridone